N-((4-(4-methylpiperazin-1-yl)phenyl)(phenyl)methyl)-2-oxo-6-(trifluoromethyl)-1,2-dihydropyridine-3-carboxamide CN1CCN(CC1)C1=CC=C(C=C1)C(NC(=O)C=1C(NC(=CC1)C(F)(F)F)=O)C1=CC=CC=C1